FC1(CC(CC1)C(=O)O)F 3,3-Difluorocyclopentanecarboxylic acid